2-Fluoro-N-(2-((2-morpholinoethyl)carbamoyl)phenyl)benzamid FC1=C(C(=O)NC2=C(C=CC=C2)C(NCCN2CCOCC2)=O)C=CC=C1